FC1=C(C=CC(=C1F)F)C1=NN(C(=C1O)C)C 3-(2,3,4-trifluorophenyl)-1,5-dimethyl-pyrazol-4-ol